1-((1-(2-fluoro-4-(1-(tetrahydro-2H-pyran-2-yl)-1H-pyrazol-4-yl)phenyl)piperidin-4-yl)methyl)azepan-2-one FC1=C(C=CC(=C1)C=1C=NN(C1)C1OCCCC1)N1CCC(CC1)CN1C(CCCCC1)=O